(1-((4-(3-(5-chloro-2-fluoro-3-(methylsulfonylamino) phenyl)-1-isopropyl-1H-pyrazol-4-yl) pyrimidin-2-yl) amino) propan-2-yl) carbamate C(N)(OC(CNC1=NC=CC(=N1)C=1C(=NN(C1)C(C)C)C1=C(C(=CC(=C1)Cl)NS(=O)(=O)C)F)C)=O